tetramethyl-piperidine nitrogen oxygen phosphite P([O-])([O-])[O-].[O+2].[N+3].CC1C(N(CCC1)C)(C)C